O1CC2=C3C(OCCOB13)=CC(=C2)NC2=NC=C(C(=N2)NC2C(CCCC2)C#N)C 2-((2-((7,8-dihydro-2H-1,6,9-trioxa-9a-borabenzo[cd]azulen-4-yl)amino)-5-methylpyrimidin-4-yl)amino)cyclohexane-1-carbonitrile